NC1=CC(=C(C(=O)NCCC[C@@H](C(=O)OC)NC(C2=CC=C(C=C2)CCC=2N=C3C(=NC(=NC3=NC2)N)N)=O)C=C1)C=1N=NNN1 Methyl (S)-5-(4-amino-2-(2H-tetrazol-5-yl)benzamido)-2-(4-(2-(2,4-diaminopteridin-6-yl) ethyl)benzamido)pentanoate